C1(CC1)CNC(C=1C=C(C=CC1)NC(=O)C=1N(N=C(C1)C(F)(F)F)C1=CC(=CC=C1)CN)C1=CC=C(C=C1)OCCC 2-(3-Aminomethyl-phenyl)-5-trifluoromethyl-2H-pyrazole-3-carboxylic acid {3-[(cyclopropylmethyl-amino)-(4-propoxy-phenyl)-methyl]-phenyl}-amide